2-[2-[(2-methylisoquinolin-2-ium-3-yl)methylcarbamoyl]indan-2-yl]acetate C[N+]1=CC2=CC=CC=C2C=C1CNC(=O)C1(CC2=CC=CC=C2C1)CC(=O)[O-]